ClC1=NC2=C(N1C(=O)NCCC(C)C)C=CC=C2N2CCN(CC2)C Chloro-N-iso-pentyl-4-(4-methylpiperazin-1-yl)-1H-benzo[d]imidazole-1-carboxamide